OCC1CCC(CC1)(O)C1=C2C(=NC(=C1)N1[C@@H](COCC1)C)N(N=C2)C2=CC=NN2COCC[Si](C)(C)C (R)-4-(hydroxymethyl)-1-(6-(3-methylmorpholino)-1-(1-((2-(trimethylsilyl)ethoxy)methyl)-1H-pyrazol-5-yl)-1H-pyrazolo[3,4-b]pyridin-4-yl)cyclohexanol